3-(6-bromo-9H-purin-9-yl)propanenitrile BrC1=C2N=CN(C2=NC=N1)CCC#N